COC1=CC2=C(N=C(OC2=O)C)C=C1 6-Methoxy-2-methyl-4H-benzo[d][1,3]oxazin-4-one